FC1(CCC(CC1)[C@]1(C(NC2=C(C=CC=C12)C(F)(F)F)=O)C1=CC2=C(B(OC2)O)C=C1)F (S)-3-(4,4-difluorocyclohexyl)-3-(1-hydroxy-1,3-dihydrobenzo[c][1,2]oxaborol-5-yl)-7-(trifluoromethyl)indolin-2-one